C(C1=CC=CC=C1)OC(=O)N1C[C@H]([C@@H]([C@H](C1)C)O[Si](C)(C)C(C)(C)C)NC(=O)OC(C)(C)C benzyl-(3R,4R,5S)-3-[(tert-butoxycarbonyl) amino]-4-{[tert-butyl (dimethyl) silyl] oxy}-5-methylpiperidine-1-carboxylate